C(=CCCCCCCCC)[Si](OCC)(OCC)OCC decenyl-triethoxysilane